N-((4-(1-(2-methoxyethyl)-1H-pyrazol-4-yl)-1-(4-(trifluoromethoxy)phenyl)-1H-pyrazolo[3,4-b]pyridin-3-yl)methyl)acrylamide COCCN1N=CC(=C1)C1=C2C(=NC=C1)N(N=C2CNC(C=C)=O)C2=CC=C(C=C2)OC(F)(F)F